4-(p-Acetoxyphenyl)-2-butanone CC(=O)CCC1=CC=C(C=C1)OC(=O)C